C(C)(CCCCC)C1=CC=C(C(C)O)C=C1 4-sec-heptyl-α-methyl-benzyl alcohol